Phenothiazone C1=CC=CC=2S(C3=CC=CC=C3NC12)=O